O1CCOC2=C1C=CC(=C2)C=2N=C1N(C=CC=C1)C2NCC(=O)NO 2-[[2-(2,3-Dihydro-1,4-benzodioxin-6-yl)imidazo-[1,2-a]pyridin-3-yl]amino]ethanehydroxamic acid